ClC1=CC=C(C=C1)C1=C(C=CC=C1)CN1CCN(CC1)CC=1C=C2CN(C(C2=CC1)=S)C1C(NC(CC1)=O)=O 3-(5-((4-((4'-chloro-[1,1'-biphenyl]-2-yl)methyl)piperazin-1-yl)methyl)-1-thioxoisoindolin-2-yl)piperidine-2,6-dione